C(C)(C)(C)C1=CC=C(C=C1)NC=1C(=CC=CC1)N N1-(4-(tert-butyl)phenyl)benzene-1,2-diamine